OC=1C=CC2=C(N=C(S2)C)C1 5-hydroxy-2-methylbenzothiazole